4-benzylpiperidin-4-amine C(C1=CC=CC=C1)C1(CCNCC1)N